N(=[N+]=[N-])CCOCCOCCOCCC(=O)N[C@H](C(=O)O)COC (2S)-2-[(1-azido-12-oxo-3,6,9-trioxadodec-12-yl)amino]-3-methoxypropanoic acid